4-(2-(Cyclobutyl-(ethyl)amino)-6-(trifluoromethyl)pyrimidin-4-ylamino)benzoic acid C1(CCC1)N(C1=NC(=CC(=N1)NC1=CC=C(C(=O)O)C=C1)C(F)(F)F)CC